4-((1R,5S)-3,8-diazabicyclo[3.2.1]octan-3-yl)-8-fluoro-2-((((3S,4S)-4-(fluoromethyl)-1,3-dimethylpiperidin-3-yl)methoxy)pyrido[4,3-d]pyrimidin-7-yl)-5-ethynyl-6-fluoronaphthalen-2-ol [C@H]12CN(C[C@H](CC1)N2)C2=CC(CC1=C(C=C(C(=C21)C#C)F)F)(O)C2=CC=1N=C(N=CC1C=N2)OC[C@@]2(CN(CC[C@@H]2CF)C)C